methylbiphenyl tetrafluoroborate F[B-](F)(F)F.CC1=C(C=CC=C1)C1=CC=CC=C1